FC=1C=C(CCN(C=2SC3=C(N2)C=CC=C3C(F)(F)F)CC3=CC=C(C=C3)C#CC(=O)O)C=CC1OC 3-(4-(((3-fluoro-4-methoxyphenethyl)(7-(trifluoromethyl)benzo[d]-thiazol-2-yl)amino)methyl)phenyl)propiolic acid